N1=NN(C2=NC=CC=C21)C2=CC(=C(C(=O)N([C@H]1CNCCC1)C1=NC=CC3=C1C=C(S3)C3=CC(=CC=C3)C(C(=O)N)(C)C)C=C2)F (R)-4-(3H-[1,2,3]triazolo[4,5-b]pyridin-3-yl)-N-(2-(3-(1-amino-2-methyl-1-oxopropan-2-yl)phenyl)thieno[3,2-c]pyridin-4-yl)-2-fluoro-N-(piperidin-3-yl)benzamide